CP(C)C trimethyl-(phosphorus)